trans-3-(((7-(2-Aminopyrimidin-4-yl)-2,3-dihydrofuro[3,2-c]pyridin-4-yl)amino)methyl)-N-(2-fluorocyclopropyl)benzamid NC1=NC=CC(=N1)C=1C2=C(C(=NC1)NCC=1C=C(C(=O)N[C@H]3[C@@H](C3)F)C=CC1)CCO2